OC1=CC=C2C=C(C(NC2=C1OC)=O)NCC=1C=CC(=C(C1)C1=CC(=CC=C1)C(=O)O)OC 5'-(((7-hydroxy-8-methoxy-2-oxo-1,2-dihydro-quinolin-3-yl)amino)methyl)-2'-methoxy-[1,1'-biphenyl]-3-carboxylic acid